4-vinyl-1,3-dioxolanone C(=C)C1OC(OC1)=O